C(C)(C)(C)[S@](=O)N (S)-t-butylsulfinamide